Chloroacetic acid sodium salt [Na+].ClCC(=O)[O-]